3-methyl-5-((7-methyl-1H-indol-3-yl)methyl)imidazolidine-2,4-dione CN1C(NC(C1=O)CC1=CNC2=C(C=CC=C12)C)=O